4-amino-N-((S)-6-((1R,2R)-2-cyanocyclopropyl)-2,3-dihydrobenzofuran-3-yl)-7-fluoro-N-methylimidazo[1,5-a]quinoxaline-8-carboxamide NC=1C=2N(C3=CC(=C(C=C3N1)F)C(=O)N(C)[C@@H]1COC3=C1C=CC(=C3)[C@H]3[C@@H](C3)C#N)C=NC2